((6-(4-(2-acetoxyethyl)piperazin-1-yl)-2-methylpyrimidin-4-yl)amino)thiazole-5-carboxylic acid C(C)(=O)OCCN1CCN(CC1)C1=CC(=NC(=N1)C)NC=1SC(=CN1)C(=O)O